1-(4-nitrophenyl)-3-phenoxyazetidine [N+](=O)([O-])C1=CC=C(C=C1)N1CC(C1)OC1=CC=CC=C1